C(C)(C)(C)OC(N[C@H]1C[C@H]([C@@H](C1)N[C@@H](C)C1=CC=CC=C1)O)=O tert-butyl((1R,3R,4R)-3-hydroxy-4-(((S)-1-phenylethyl)amino)cyclopentyl)carbamate